FC1(CC2(CC(C2)NC(=O)C2=NC(=NC(=C2)C)C2=CN=CN2C)C1)F N-(6,6-difluorospiro[3.3]heptan-2-yl)-6-methyl-2-(1-methyl-1H-imidazol-5-yl)pyrimidine-4-carboxamide